C(C1=CC=CC=C1)OCCN1C(=C(C(C2=CC(=CC=C12)F)=O)I)CO 1-(2-(Benzyloxy)ethyl)-6-fluoro-2-(hydroxymethyl)-3-iodoquinolin-4(1H)-one